FC=1C=C(C=CC1F)C=1N=C(SC1C1=NC=CC=C1)N 4-(3,4-difluorophenyl)-5-(pyridin-2-yl)thiazol-2-amine